bipyridine dibromide salt [Br-].[Br-].N1=C(C=CC=C1)C1=NC=CC=C1